Phenyl(dimethylindenopyridine) C1(=CC=CC=C1)C1=C(C(=NC2=C1C=1C=CC=CC1C2)C)C